OCN1C(C(C2=CC=CC=C12)=O)=C1C(NC2=CC=CC=C12)=O (hydroxymethyl)-[2,3'-biindolinylidene]-2',3-dione